FC1C(OC2=CC=C(C=C2C1)C1=CC=CC=C1)=O 3-fluoro-6-phenyl-chromanone